FC=1C=C(OC2=CC(=NC=C2)N2N=CC=3C(NCCC32)=O)C=C(C1)C(F)(F)F 1-{4-[3-fluoro-5-(trifluoromethyl)phenoxy]pyridin-2-yl}-1,5,6,7-tetrahydro-4H-pyrazolo[4,3-c]pyridin-4-one